(3-(2-amino-2,3-dihydro-1H-inden-5-yl)-6-(2,3-dichlorophenyl)-5-methylpyrazin-2-yl)methanol NC1CC2=CC=C(C=C2C1)C=1C(=NC(=C(N1)C)C1=C(C(=CC=C1)Cl)Cl)CO